C1(CCC1)N1CCN(CC1)C=1C=CC(=NC1)C1=NNC(=C1C(C)C)C=1C=C(C=2N(C1)N=CN2)OC 6-(3-(5-(4-cyclobutyl-piperazine-1-yl)pyridine-2-yl)-4-isopropyl-1H-pyrazol-5-yl)-8-methoxy-[1,2,4]Triazolo[1,5-a]Pyridine